4-(cyclohex-1-en-1-yl)-2-[4-(morpholin-4-yl)butyl]-2,3-dihydropyridazin-3-one C1(=CCCCC1)C=1C(N(N=CC1)CCCCN1CCOCC1)=O